OCCCC(=O)N1CCCC1 4-hydroxyl-(pyrrolidin-1-yl)butan-1-one